(S)-3-(5-bromobenzo[b]thiophene-2-yl)-2-((R)-1-(tert-butoxycarbonyl)pyrrolidin-3-yl)propanoic acid BrC1=CC2=C(SC(=C2)C[C@H](C(=O)O)[C@@H]2CN(CC2)C(=O)OC(C)(C)C)C=C1